tert-butyl 3-[1-cyclopropyl-3-({[(3S)-1-(6-methylpyridin-3-yl)piperidin-3-yl][(2-methylpyridin-4-yl)methyl]amino}methyl)-4-oxo-1,4-dihydroquinolin-7-yl]morpholine-4-carboxylate C1(CC1)N1C=C(C(C2=CC=C(C=C12)C1N(CCOC1)C(=O)OC(C)(C)C)=O)CN(CC1=CC(=NC=C1)C)[C@@H]1CN(CCC1)C=1C=NC(=CC1)C